CC=1C(C(CCC1C)(C)C)C(=O)OCC ethyl 2,3,6,6-tetramethyl-2-cyclohexene-carboxylate